P(=O)(O)(O)O.C#CC.C#CC.C#CC tripropyne phosphate